BrCC=1C(=CC(=C(C1)C1=NC=C(C=C1Cl)C(F)(F)F)F)Cl 2-(5-(bromomethyl)-4-chloro-2-fluorophenyl)-3-chloro-5-(trifluoromethyl)pyridine